2-[(2-fluorophenoxy)methyl]-5-[5-(trifluoromethyl)-1,2,4-oxadiazol-3-yl]pyridine FC1=C(OCC2=NC=C(C=C2)C2=NOC(=N2)C(F)(F)F)C=CC=C1